C(CCCCCCCCCCCCCCCCC)(=O)O.C(CCCCCCC\C=C/CCCCCC)(=O)OCC(O)CO glyceryl palmitoleate stearate